ethyl 6-methyl-4,5,6,7-tetrahydrothieno[2,3-c]pyridine-3-carboxylate CN1CC2=C(CC1)C(=CS2)C(=O)OCC